6-O-isopropoxycarbonyl-(β-D-glucopyranosyloxy)-1-isopropyl-4-[(4-methoxyphenyl)-methyl]-5-methylpyrazole C(C)(C)OC(=O)OC[C@@H]1[C@H]([C@@H]([C@H]([C@@H](O1)OC1=NN(C(=C1CC1=CC=C(C=C1)OC)C)C(C)C)O)O)O